(S)-(1-(4-((1-(3,4,5-trimethoxyphenyl)-1H-imidazol-4-yl)amino)-7,8-dihydro-5H-pyrano[4,3-d]pyrimidin-2-yl)pyrrolidin-2-yl)methanol COC=1C=C(C=C(C1OC)OC)N1C=NC(=C1)NC=1C2=C(N=C(N1)N1[C@@H](CCC1)CO)CCOC2